N-acetyl-3,5-dimethylaniline C(C)(=O)NC1=CC(=CC(=C1)C)C